(1H-1,2,4-triazol-3-yl)methyl (S)-(4-((3-chloro-4-fluorophenyl)carbamoyl)-7-fluoro-2,3-dihydro-1H-inden-1-yl)carbamate ClC=1C=C(C=CC1F)NC(=O)C1=C2CC[C@@H](C2=C(C=C1)F)NC(OCC1=NNC=N1)=O